N-(5-bromo-2,3-dihydro-1H-inden-1-yl)-3,5-bis(trifluoromethyl)benzenesulfonamide tert-butyl-4-(4-benzyloxy-2-fluoro-phenyl)piperazine-1-carboxylate C(C)(C)(C)OC(=O)N1CCN(CC1)C1=C(C=C(C=C1)OCC1=CC=CC=C1)F.BrC=1C=C2CCC(C2=CC1)NS(=O)(=O)C1=CC(=CC(=C1)C(F)(F)F)C(F)(F)F